N1N(CC2=CC=CC=C12)CNC(=S)NC1=CC=CC=C1 ((1H-indazol-2-yl)methyl)-3-phenylthiourea